ClC1=CC(=CS1)CO 5-chloro-3-(hydroxymethyl)thiophene